C(C)(C)(C)OC(NCCCCCNC(CCl)=O)=O N-[5-[(2-chloroacetyl)amino]pentyl]carbamic acid tert-butyl ester